COC(C(C(=O)OC)=C1CC[C@H](N1C(=O)OC(C)(C)C)C(=O)OCC)=O 1-(tertbutyl) 2-ethyl (S)-5-(1,3-dimethoxy-1,3-dioxopropan-2-ylidene)pyrrolidine-1,2-dicarboxylate